The molecule is a phenylenediamine in which the two amino groups are ortho to each other. It has a role as a hydrogen donor. It derives from a hydride of a benzene. C1=CC=C(C(=C1)N)N